(5-bromo-3a,7a-dihydro-1H-pyrrolo[2,3-b]pyridin-3-yl)methyl-trimethylammonium iodide [I-].BrC1=CC2C(N=C1)NC=C2C[N+](C)(C)C